5-(4-((tert-butyldimethylsilyl)oxy)butyl)-2-isopropylpyridin-3-amine [Si](C)(C)(C(C)(C)C)OCCCCC=1C=C(C(=NC1)C(C)C)N